diisopropyloxy-1,1'-biphenyl C(C)(C)OC1=CC=C(C=C1)C1=CC=C(C=C1)OC(C)C